3-acetyl-4-(2-bromopropan-2-yl)-1-(tert-butyl)pyrrolidin-2-one C(C)(=O)C1C(N(CC1C(C)(C)Br)C(C)(C)C)=O